1-octadecenyl acetate C(C)(=O)OC=CCCCCCCCCCCCCCCCC